CC1=CC(=C(C=C1)B(O)O)N1N=CC=C1 [4-METHYL-2-(1H-PYRAZOL-1-YL)PHENYL]BORONIC ACID